O=C1NC(CCC1N1C(N(C2=C1C=CC(=C2)[C@@H]2CN(CC2)CC(=O)OC(C)(C)C)C)=O)=O tert-butyl 2-[(3R)-3-[1-(2,6-dioxo-3-piperidyl)-3-methyl-2-oxo-benzimidazol-5-yl]pyrrolidin-1-yl]acetate